C(C)(C)(C)OC(=O)N1CC=2N(CC1)C(=CN2)C2=NC(=CC=C2)Cl 3-(6-Chloropyridin-2-yl)-5,6-dihydroimidazo[1,2-a]pyrazine-7(8H)-carboxylic acid tert-butyl ester